6-((1-Acryloyl-3-(2,3-dichloro-6-fluorophenyl)pyrrolidin-3-yl)amino)-1-(2-hydroxyethyl)-3,3-dimethylindolin-2-one C(C=C)(=O)N1CC(CC1)(C1=C(C(=CC=C1F)Cl)Cl)NC1=CC=C2C(C(N(C2=C1)CCO)=O)(C)C